C(C)(C)(C)OC(=O)N1[C@@H](CNCC1)C (R)-4-N-t-butoxycarbonyl-3-methylpiperazine